C1(CCCCC1)[C@@H]1COC[C@@H](N1)C=1C=CC=2N(C1)C=C(N2)CNC(=O)C=2N=C1N(C(C2)=O)C=CC=C1 N-({6-[(3S,5R)-5-cyclohexylmorpholin-3-yl]imidazo[1,2-a]pyridin-2-yl}methyl)-4-oxo-4H-pyrido[1,2-a]pyrimidine-2-carboxamide